3-(5-bromopyridin-2-yl)-6-((6-methoxypyridin-3-yl)methyl-d2)-3,6-diazabicyclo[3.1.1]heptane BrC=1C=CC(=NC1)N1CC2N(C(C1)C2)C([2H])([2H])C=2C=NC(=CC2)OC